4-fluoro-2-(methoxymethoxy)-1-methylbenzene FC1=CC(=C(C=C1)C)OCOC